FC(C(=O)O)(F)F.NCC(CC=1N(C(NN1)=O)CC=1SC(=CC1)C1=CC(=C(C(=C1)OC)OC)OC)=C(F)F [2-(aminomethyl)-3,3-difluoro-allyl]-4-[[5-(3,4,5-trimethoxyphenyl)-2-thienyl]methyl]-1,2,4-triazol-3-one trifluoroacetate salt